FC1=NC=CC(=C1)N1CCN(CC1)C(=O)C1=C(OC=2N=CN=C(C21)NC2(CC2)C)C 5-[4-(2-fluoropyridin-4-yl)piperazine-1-carbonyl]-6-methyl-N-(1-methylcyclopropyl)furo[2,3-d]pyrimidin-4-amine